BrC=1C=C(C=NC1)S(=O)(=N)C1=CC=C(C(=O)O)C=C1 4-(5-bromopyridine-3-sulfonimidoyl)benzoic Acid